N1=CC=C2N1CCCC2 4,5,6,7-tetrahydropyrazolo[1,5-a]pyridin